4-((5-Chlorofuran-3-yl)methyl)-6,6-dimethyl-5-oxo-5,6-dihydro-4H-thieno[3,2-b]pyrrole-2-carboxylic acid ClC1=CC(=CO1)CN1C2=C(C(C1=O)(C)C)SC(=C2)C(=O)O